BrCC1(CC1)S(=O)(=O)C 1-(bromomethyl)-1-(methylsulfonyl)cyclopropane